sodium 4,4-dimethyl-1-oxo-pent-2-en-3-olate CC(C(=CC=O)[O-])(C)C.[Na+]